C(C)(C)OC(=O)C1=CC2=C(N(C=N2)C2CC2)C(=C1)OC 1-cyclopropyl-7-methoxy-1H-benzo[d]Imidazole-5-carboxylic acid isopropyl ester